N-(1-(2-(1,1-difluoroethyl)-6-methylpyrimidin-4-yl)-3-(ethylamino)-1H-pyrazolo[4,3-C]pyridin-6-yl)acetamide FC(C)(F)C1=NC(=CC(=N1)N1N=C(C=2C=NC(=CC21)NC(C)=O)NCC)C